N1(CCCCCC1)C1=NC(=NC2=C(C(=C(C=C12)Cl)C1=CC=C(C2=C1N=C(S2)N)F)F)OC[C@]21CCCN1C[C@@H](C2)F 4-(4-(azepan-1-yl)-6-chloro-8-fluoro-2-(((2R,7aS)-2-fluorotetrahydro-1H-pyrrolizin-7a(5H)-yl)methoxy)-quinazolin-7-yl)-7-fluoro-benzo[d]thiazol-2-amine